N-(4-(4-amino-5-(3-fluoro-4-((4-methylpyrimidin-2-yl)oxy)phenyl)-5H-pyrrolo[3,2-d]pyrimidin-6-yl)phenyl)acrylamide NC=1C2=C(N=CN1)C=C(N2C2=CC(=C(C=C2)OC2=NC=CC(=N2)C)F)C2=CC=C(C=C2)NC(C=C)=O